5-(3-fluoro-4-((6-methylpyridin-2-yl)oxy)phenyl)-7,8-dihydro-6H-imidazo[1',2':1,5]pyrrolo[2,3-d]pyrimidin FC=1C=C(C=CC1OC1=NC(=CC=C1)C)C1=C2N(C=3N=CN=CC31)CCN2